cyclohexyl-N-[1-[1-oxo-3-(3-pyridyl)propyl]-4-piperidinyl]-phenylacetamide C1(CCCCC1)C(C(=O)NC1CCN(CC1)C(CCC=1C=NC=CC1)=O)C1=CC=CC=C1